(1s,3s)-1-methyl-3-(4-(4-(1-(pentan-3-yl)-1H-pyrazol-4-yl)pyrazolo[1,5-a]-pyrazin-6-yl)-1H-pyrazol-1-yl)cyclobutanol CC1(CC(C1)N1N=CC(=C1)C=1N=C(C=2N(C1)N=CC2)C=2C=NN(C2)C(CC)CC)O